1,1,1-trifluoro-methanesulfonamide tert-butyl-(2-((3-(2,6-difluorobenzoyl)-5,6,7,8-tetrahydro-4H-cyclohepta[b]thiophen-2-yl)amino)-2-oxoethyl)carbamate C(C)(C)(C)N(C(O)=O)CC(=O)NC1=C(C2=C(S1)CCCCC2)C(C2=C(C=CC=C2F)F)=O.FC(S(=O)(=O)N)(F)F